C(C)(C)(C)OC(=O)NC1(CC(CC1)O)C(=O)O (tert-Butoxycarbonylamino)-3-hydroxycyclopentanoic acid